N-((5-Bromo-2-methylphenyl)carbamothioyl)benzamide BrC=1C=CC(=C(C1)NC(=S)NC(C1=CC=CC=C1)=O)C